O1C(COCC1)CO 1,4-dioxanemethanol